(S)-N-(7-((3-methoxyazetidin-3-yl)ethynyl)-5-methyl-4-oxo-2,3,4,5-tetrahydrobenzo[b][1,4]oxaazepin-3-yl)-4-phenoxypyridineamide COC1(CNC1)C#CC1=CC2=C(OC[C@@H](C(N2C)=O)NC(=O)C2=NC=CC(=C2)OC2=CC=CC=C2)C=C1